2,2-difluoropropyl trifluoromethanesulfonate FC(S(=O)(=O)OCC(C)(F)F)(F)F